C(C)C(CN1C=[N+](C=C1)CCCCCCCCCCCCCCCCCC)CCCC 1-(2-ethylhexyl)-3-octadecylimidazolium